2-{2,6,8-trifluoro-5H,10H-indeno[1,2-b]indol-10-yl}ethanol FC=1C=C2C(C3=C(NC=4C(=CC(=CC34)F)F)C2=CC1)CCO